N-(2-((1r,4r)-4-((4-(2-(2,4-dioxotetrahydropyrimidin-1(2H)-yl)-1,3-dioxoisoindolin-4-yl)piperazin-1-yl)methyl)cyclohexyl)-6-methoxy-2H-indazol-5-yl)-3-(trifluoromethyl)benzamide O=C1N(CCC(N1)=O)N1C(C2=CC=CC(=C2C1=O)N1CCN(CC1)CC1CCC(CC1)N1N=C2C=C(C(=CC2=C1)NC(C1=CC(=CC=C1)C(F)(F)F)=O)OC)=O